CC1(C(C(CC(C1)=O)=O)C)C 5,5-dimethyl-4-methyl-1,3-cyclohexanedione